BrC1=CC=C(C=C1)C(N1C[C@@H](N(C[C@H]1C)C1=CC(N(C=2C=CC(=NC12)C#N)C)=O)C)C1=NC(=NO1)C1CC1 8-[(2s,5r)-4-[(4-bromophenyl)(3-cyclopropyl-1,2,4-oxadiazol-5-yl)methyl]-2,5-dimethylpiperazin-1-yl]-5-methyl-6-oxo-5,6-dihydro-1,5-naphthyridine-2-carbonitrile